COC(=O)C1=CC(=C2C(=N1)C(CC2)(C)C)CN2C[C@H](CCC2)C.C2NCCC1CCCC=C21 octahydroisoquinoline methyl-(S)-7,7-dimethyl-4-((3-methylpiperidin-1-yl)methyl)-6,7-dihydro-5H-cyclopenta[b]pyridine-2-carboxylate